9,9'-(5-(4,6-diphenylpyrimidin-2-yl)-1,3-phenylene)bis(3,6-di(pyridin-3-yl)-9H-carbazole) C1(=CC=CC=C1)C1=NC(=NC(=C1)C1=CC=CC=C1)C=1C=C(C=C(C1)N1C2=CC=C(C=C2C=2C=C(C=CC12)C=1C=NC=CC1)C=1C=NC=CC1)N1C2=CC=C(C=C2C=2C=C(C=CC12)C=1C=NC=CC1)C=1C=NC=CC1